1-(5-(1-isopropyl-2-methyl-1H-imidazo[4,5-b]pyridin-6-yl)pyrrolo[2,1-f][1,2,4]triazin-2-yl)-N3,N3-dimethylcyclobutane-1,3-diamine C(C)(C)N1C(=NC2=NC=C(C=C21)C=2C=CN1N=C(N=CC12)C1(CC(C1)N(C)C)N)C